CS(=O)(=O)OCCOCCOCCOCCOCCC 1-(Methanesulfonyloxy)-3,6,9,12-Tetraoxapentadecane